3-(5-((4-((4'-chloro-5,5-dimethyl-3,4,5,6-tetrahydro-[1,1'-biphenyl]-2-yl)methyl)-3,5-dimethylpiperazin-1-yl)methyl)-7-fluoro-1-oxoisoindolin-2-yl)piperidine-2,6-dione ClC1=CC=C(C=C1)C1=C(CCC(C1)(C)C)CN1C(CN(CC1C)CC=1C=C2CN(C(C2=C(C1)F)=O)C1C(NC(CC1)=O)=O)C